3,5-dichloro-1,2,3,4-tetrahydroisoquinoline hydrochloride Cl.ClC1NCC2=CC=CC(=C2C1)Cl